FC=1C=CC2=C(NC(=N2)C2=NNC3=CC=C(C=C23)C(=O)NCCCOC)C1 3-(6-fluoro-1H-benzo[d]imidazol-2-yl)-N-(3-methoxypropyl)-1H-indazole-5-carboxamide